1-(3,5-dimethoxy-4-isopropylphenyl)-2-phenylethene COC=1C=C(C=C(C1C(C)C)OC)C=CC1=CC=CC=C1